Cl.COC(=O)[C@@H]1[C@H]([C@H]([C@@H](C1)N)O)O (1S,2R,3S,4R)-4-amino-2,3-dihydroxycyclopentane-1-carboxylic acid methyl ester-HCl